methyl 2-(bromomethyl)-4-[(1S)-1-{[(tert-butoxy)carbonyl]amino}ethyl]benzoate BrCC1=C(C(=O)OC)C=CC(=C1)[C@H](C)NC(=O)OC(C)(C)C